C[C@@H]1N(CCC1)C1=CC(=CC(=N1)C(=O)NC1=CC(=C(C(=O)O)C=C1)C)C(F)(F)F (S)-4-(6-(2-methylpyrrolidin-1-yl)-4-(trifluoromethyl)pyridineamido)2-methylbenzoic acid